2-(pyrrolidin-1-yl)ethyl (S)-6-diazo-2-((R)-2-methoxypropanamido)-5-oxohexanoate [N+](=[N-])=CC(CC[C@@H](C(=O)OCCN1CCCC1)NC([C@@H](C)OC)=O)=O